C(C)OC1=C2C=NN(C2=CC(=C1)C(C)N(C(=O)NC1(CC(C1)(F)F)C(=O)O)CCCCC1=CC=CC=C1)CC 1-({[1-(4-Ethoxy-1-Ethyl-1H-Indazol-6-Yl)Ethyl](4-Phenylbutyl)Carbamoyl}Amino)-3,3-Difluorocyclobutane-1-Carboxylic Acid